ClC1=C2N=CN(C2=NC(=N1)C1=CC(=CC=C1)C1=NN(C=C1)C)CC 6-chloro-9-ethyl-2-(3-(1-methyl-1H-pyrazol-3-yl)phenyl)-9H-purine